6-oxo-1,6-dihydropyrimidine-4-carboxamide O=C1C=C(N=CN1)C(=O)N